C(C1=CC=CC=C1)OC(=O)N[C@@H](C(=O)O)CNC1=NC=CC2=CC=C(C=C12)C1=NOC(=N1)C (2R)-2-(benzyloxycarbonylamino)-3-[[7-(5-methyl-1,2,4-oxadiazol-3-yl)-1-isoquinolyl]amino]-propanoic acid